OC[C@H]1N(CC[C@H]1C)C(C)=O 1-[(2S,3R)-2-(hydroxymethyl)-3-methyl-pyrrolidin-1-yl]ethanone